benzyl (R)-4-(N-(4-(tert-butyl)benzyl)-1-((perfluorophenyl)sulfonyl)azetidine-2-carboxamido)-3-fluorobenzoate C(C)(C)(C)C1=CC=C(CN(C(=O)[C@@H]2N(CC2)S(=O)(=O)C2=C(C(=C(C(=C2F)F)F)F)F)C2=C(C=C(C(=O)OCC3=CC=CC=C3)C=C2)F)C=C1